3β-Hydroxyandrost-5-ene-17-one O[C@@H]1CC2=CC[C@H]3[C@@H]4CCC([C@@]4(C)CC[C@@H]3[C@]2(CC1)C)=O